2-chloro-N-(4-formyl-6-methoxy-5-(1H-pyrazol-1-yl)pyridin-2-yl)-8,8-dimethyl-7,8-dihydro-6H-cyclopenta[e]pyrazolo[1,5-a]pyrimidine-6-carboxamide ClC1=NN2C(N=CC3=C2C(CC3C(=O)NC3=NC(=C(C(=C3)C=O)N3N=CC=C3)OC)(C)C)=C1